(2S)-benzyl 2-(2,6-dichloro-3-(2-(3-chlorophenyl)acetamido)benzamido)-3-(3-(4,4-dimethyl-1,2,3,4-tetrahydronaphthalen-1-yl)ureido)propanoate ClC1=C(C(=O)N[C@H](C(=O)OCC2=CC=CC=C2)CNC(=O)NC2CCC(C3=CC=CC=C23)(C)C)C(=CC=C1NC(CC1=CC(=CC=C1)Cl)=O)Cl